CN1C(C(CCC1=O)C1=CC=C(OCCCCNC(OC(C)(C)C)=O)C=C1)=O tert-butyl (4-(4-(1-methyl-2,6-dioxopiperidin-3-yl)phenoxy)butyl)carbamate